1-pentyl-4-butylpyridinium triflate [O-]S(=O)(=O)C(F)(F)F.C(CCCC)[N+]1=CC=C(C=C1)CCCC